FC1CCN(CC1)C1=NC(=CC(=N1)NC(C1=C(C=C(C=C1)NS(=O)(=O)[C@H](CO)C)N1CCC2(CC2)CC1)=O)C (S)-N-(2-(4-fluoropiperidin-1-yl)-6-methylpyrimidin-4-yl)-4-((2-hydroxy-1-methylethyl)sulfonamido)-2-(6-azaspiro[2.5]octan-6-yl)benzamide